C(#N)C=1C=NC(=NC1)N1CC(=CC1)C=1C(=CC(=C(C1)NC(=O)C1=CNC(C=C1C(F)(F)F)=O)N1C[C@H](N([C@H](C1)C)C)C)F N-[5-[1-(5-cyanopyrimidin-2-yl)-2,5-dihydropyrrol-3-yl]-4-fluoro-2-[(3R,5S)-3,4,5-trimethylpiperazin-1-yl]phenyl]-6-oxo-4-(trifluoromethyl)-1H-pyridine-3-carboxamide